FCC1(C(C2=CC=CC=C2C1)=O)C(=O)OC methyl 2-(fluoromethyl)-1-oxo-2,3-dihydro-1H-indene-2-carboxylate